8-hydroxy-1-methyl-2,3-dihydro-1,4-benzodiazepin-5-one OC1=CC2=C(C(NCCN2C)=O)C=C1